C(C1=CC=CC=C1)C1(CC1)NC(NC1=CC=C(C=C1)Cl)=O 3-(1-Benzylcyclopropyl)1-(4-chlorophenyl)urea